di(cetyl)dimethyl-ammonium acetate C(C)(=O)[O-].C(CCCCCCCCCCCCCCC)[N+](C)(C)CCCCCCCCCCCCCCCC